(S)-4-((3-(1-(5,8-dioxaspiro[3.4]octan-1-yl)-1H-pyrazol-4-yl)-2-cyanophenyl)amino)-6-(cyclopropanecarboxamido)pyridazine-3-carboxamide [C@@H]1(CCC12OCCO2)N2N=CC(=C2)C=2C(=C(C=CC2)NC2=C(N=NC(=C2)NC(=O)C2CC2)C(=O)N)C#N